ClC1=CC(=C2C(=NC=NN21)N2CC1(C2)CC(C1)NCC1=CC=C(C=C1)S(=O)(=O)N)C 4-(((2-(7-chloro-5-methylpyrrolo[2,1-f][1,2,4]triazin-4-yl)-2-azaspiro[3.3]heptan-6-yl)amino)methyl)benzenesulfonamide